cycloheptatrienenium tetrakis(2,3,4,5-tetrafluorophenyl)borate tert-butyl-(9-((2-(2,6-dioxopiperidin-3-yl)-1,3-dioxoisoindolin-5-yl)amino)nonyl)carbamate C(C)(C)(C)N(C([O-])=O)CCCCCCCCCNC=1C=C2C(N(C(C2=CC1)=O)C1C(NC(CC1)=O)=O)=O.FC1=C(C=C(C(=C1F)F)F)[B-](C1=C(C(=C(C(=C1)F)F)F)F)(C1=C(C(=C(C(=C1)F)F)F)F)C1=C(C(=C(C(=C1)F)F)F)F.[CH2+]1=C=C=C=CCC1.[CH2+]1=C=C=C=CCC1